[C@@H]1([C@H]([C@@H]([C@H]([C@@H]([C@H]1OP(=O)(O)O)O)OP(=O)(O)O)OP(=O)(O)O)O)O myo-inositol 1,4,5-triphosphate